2-pyridin-2-yl-5-(4-pyridin-2-ylmethyl-piperazin-1-yl)-4,5,6,7-tetrahydro-2H-indazol-3-ol N1=C(C=CC=C1)N1N=C2CCC(CC2=C1O)N1CCN(CC1)CC1=NC=CC=C1